(1R,4S,5S)-3-benzyl-4-(hydroxymethyl)-1-(methoxymethyl)-3,8-diazabicyclo[3.2.1]octane-8-carboxylic acid tert-butyl ester C(C)(C)(C)OC(=O)N1[C@]2(CN([C@@H]([C@@H]1CC2)CO)CC2=CC=CC=C2)COC